(4-(6-(1-methyl-1H-pyrazol-4-yl)pyrazolo[1,5-a]pyrazin-4-yl)phenyl)methylamine dihydrochloride Cl.Cl.CN1N=CC(=C1)C=1N=C(C=2N(C1)N=CC2)C2=CC=C(C=C2)CN